isobutyric acid 2-ethoxy-4-methylphenyl ester C(C)OC1=C(C=CC(=C1)C)OC(C(C)C)=O